N-[3-(ethanesulfonyloxy)phenyl]-N'-[3-(cyclohexanesulfonyloxy)phenyl]urea C(C)S(=O)(=O)OC=1C=C(C=CC1)NC(=O)NC1=CC(=CC=C1)OS(=O)(=O)C1CCCCC1